N1=C(C=CC=C1)CCl Picolyl chloride